tert-butyl 6-[2-[(Z)-[amino-[1-(trifluoromethyl) cyclopropyl] methylene] amino] oxy-2-oxo-ethyl]-2-azaspiro[3.3]heptane-2-carboxylate N\C(\C1(CC1)C(F)(F)F)=N/OC(CC1CC2(CN(C2)C(=O)OC(C)(C)C)C1)=O